(4-chlorophenyl)pyrimidine-4,6-diamine ClC1=CC=C(C=C1)C1=NC(=CC(=N1)N)N